5-bromo-3-(2-ethoxy-2-oxoethyl)benzofuran-2-carboxylic acid BrC=1C=CC2=C(C(=C(O2)C(=O)O)CC(=O)OCC)C1